trimethylolpropane (triethylhexanoate) C(C)C(CCCCC(=O)O)(CC)CC.C(O)C(CC)(CO)CO